N-(4-((3-chloro-4-fluorophenyl)amino)-7-(((S)-tetrahydrofuran-3-yl)oxy)quinazolin-6-yl)-2-((2-(2,6-dioxopiperidin-3-yl)-1,3-dioxoisoindolin-4-yl)thio)acetamide ClC=1C=C(C=CC1F)NC1=NC=NC2=CC(=C(C=C12)NC(CSC1=C2C(N(C(C2=CC=C1)=O)C1C(NC(CC1)=O)=O)=O)=O)O[C@@H]1COCC1